O[C@@]1(C(N(CC1)C)=O)C1=CC(=NO1)C1=NC(=CC=C1)C1=NC(=NC=C1)NC=1C(=NNC1)C(F)(F)F (R)-3-Hydroxy-1-methyl-3-(3-(6-(2-((3-(trifluoromethyl)-1H-pyrazol-4-yl)amino)pyrimidin-4-yl)pyridin-2-yl)isoxazol-5-yl)pyrrolidin-2-one